2-Methoxy-N-[4-(4-{3-[5-(3-methyl-thietan-3-yl)-2-p-tolyl-2H-pyrazol-3-yl]-ureido}-phenoxy)-pyridin-2-yl]-acetamide COCC(=O)NC1=NC=CC(=C1)OC1=CC=C(C=C1)NC(=O)NC=1N(N=C(C1)C1(CSC1)C)C1=CC=C(C=C1)C